FC1=C(C(=O)OC2CCCCC2)C(=CC(=C1)N=C=O)C=1N=NNN1 cyclohexyl 2-fluoro-4-isocyanato-6-(2H-tetrazol-5-yl)benzoate